BrC=1C(=C(C=CC1)C[C@@H](C)NCC(F)(F)F)C (R)-1-(3-bromo-2-methylphenyl)-N-(2,2,2-trifluoroethyl)propan-2-amine